1-bromo-4-(4-chlorophenyl)naphthalene BrC1=CC=C(C2=CC=CC=C12)C1=CC=C(C=C1)Cl